CC=1C=C(C=CC1C)B(O)O 3,4-dimethylbenzeneboronic acid